O=C1OCC[C@H]2N1C[C@H]1CC[C@@H]2N1C(=O)OC(C)(C)C tert-butyl (4aR,5S,8R)-1-oxooctahydro-1H-5,8-epimino[1,3]oxazino[3,4-a]azepine-11-carboxylate